(hydroxymethyl)-2,7,10-trimethyl-1,4,7,10-tetraazacyclotetradecane OCN1C(CNCCN(CCN(CCCC1)C)C)C